CC1(C(OB(O1)B1OC(C(O1)(C)C)(C)C)(C)C)C tetramethyl-2-(4,4,5,5-tetramethyl-1,3,2-dioxaborolan-2-yl)-1,3,2-dioxaborolane